(S)-N-(4-((2-((5-(tert-butyl)-1-(tetrahydrofuran-3-yl)-1H-pyrazol-3-yl)amino)-7-chloro-1-methyl-1H-imidazo[4,5-d]pyridin-6-yl)oxy)pyridin-2-yl)acetamide C(C)(C)(C)C1=CC(=NN1[C@@H]1COCC1)NC1=NC=2C(=C(C(=NC2)OC2=CC(=NC=C2)NC(C)=O)Cl)N1C